2-bromo-4-nitropyridine BrC1=NC=CC(=C1)[N+](=O)[O-]